N-ethynyl-N-methyl-(4-phenyl-(4-benzothiazol-2-ylphenyl)-2-propynylaminomethyl)-benzenesulfonamide C(#C)N(S(=O)(=O)C1=C(C=CC=C1)C(NCC#C)C1=CCC(C=C1)(C=1SC2=C(N1)C=CC=C2)C2=CC=CC=C2)C